COC1(CNC2=C3N=CN(C3=NC=N2)[C@H]2[C@@H](O)[C@H](O)[C@H](O2)CO)CC(=CO1)OC 6-(2,4-dimethoxyfurfurylamino)-9-β-D-arabinofuranosylpurine